(S)-2-(3-fluoro-2-methoxy-5-(tetrahydro-2H-pyran-4-yl)phenyl)-2-((R)-3-((5-(4-methoxy-5,6,7,8-tetrahydro-1,8-naphthyridin-2-yl)pentyl)oxy)pyrrolidin-1-yl)acetic acid FC=1C(=C(C=C(C1)C1CCOCC1)[C@@H](C(=O)O)N1C[C@@H](CC1)OCCCCCC1=NC=2NCCCC2C(=C1)OC)OC